4-(furan-2-yl)-6-[5-[(1-methylpiperidin-3-yl)oxy]-1H-1,2,3-benzotriazol-1-yl]Pyrimidin-2-amine O1C(=CC=C1)C1=NC(=NC(=C1)N1N=NC2=C1C=CC(=C2)OC2CN(CCC2)C)N